N-[1-(2-chlorophenyl)-2,2,2-trifluoroethyl]-7-[(3R,4R)-3,4-dihydroxypyrrolidin-1-yl]-6-fluoro-4-oxo-1-(2,4,6-trifluorophenyl)-1,4-dihydro-1,8-naphthyridine-3-carboxamide ClC1=C(C=CC=C1)C(C(F)(F)F)NC(=O)C1=CN(C2=NC(=C(C=C2C1=O)F)N1C[C@H]([C@@H](C1)O)O)C1=C(C=C(C=C1F)F)F